(E)-6-chloro-3-(3-(4-methoxyphenyl)acryloyl)-4-methyl-1,5-naphthyridin-2(1H)-one ClC=1N=C2C(=C(C(NC2=CC1)=O)C(\C=C\C1=CC=C(C=C1)OC)=O)C